3',4'-diamino-[1,1'-biphenyl]-4-carbonitrile NC=1C=C(C=CC1N)C1=CC=C(C=C1)C#N